C1(CCCCCC1)N1N=C(C=C1CC(C)C)NC1=C(C(=O)O)C=C(C=N1)C=1SC=CC1 2-[(1-cycloheptyl-5-isobutyl-pyrazol-3-yl)amino]-5-(thiophen-2-yl)nicotinic acid